CC1CN(CC(O1)C)CC1CCN(CC1)C1=C(C=CC=C1F)C1(CC=C(C=C1)S(=O)(=O)N(C)C)S(=O)(=O)N 1-(2-(4-((2,6-dimethylmorpholinyl)methyl)piperidin-1-yl)-3-fluorophenyl)-N4,N4-dimethylbenzene-1,4-disulfonamide